6-(2,6-dichloro-3,5-dimethoxyphenyl)-2-(methylamino)-8-(2-aza-spiro[3.3]hept-6-yl)pyrido[2,3-d]pyrimidin ClC1=C(C(=C(C=C1OC)OC)Cl)C1=CC2=C(N=C(N=C2)NC)N(C1)C1CC2(CNC2)C1